benzofuran-4-yl-(2-methyl-3-phenyl-2,4,5,7-tetrahydro-6H-pyrazolo[3,4-c]pyridin-6-yl)methanone O1C=CC2=C1C=CC=C2C(=O)N2CC=1C(CC2)=C(N(N1)C)C1=CC=CC=C1